(4aR)-2-({3-[(2S)-2-(4-chlorophenyl)-2-hydroxyethyl]-1,2,4-oxadiazol-5-yl}methyl)-tetrahydro-4H-pyrrolo[1,2-c]pyrimidine-1,3-dione ClC1=CC=C(C=C1)[C@H](CC1=NOC(=N1)CN1C(N2[C@@H](CC1=O)CCC2)=O)O